Diisobutyl-2,2,3,3-tetraethylsuccinat C(C(C)C)OC(C(C(C(=O)OCC(C)C)(CC)CC)(CC)CC)=O